O[C@@H]1CC[C@H](CC1)NC(C1=CC=C(C=C1)C1=NC=CC2=C1C=CS2)=O N-(trans-4-hydroxycyclohexyl)-4-(thieno[3,2-c]pyridin-4-yl)benzamide